4,4,4-Trifluoro-2-(4-fluorophenyl)-N-{4-[7-(pyridin-2-yl)-4-(2,2,2-trifluoroethoxy)-5H-pyrrolo[3,2-d]pyrimidin-6-yl]pyridin-2-yl}butanamid FC(CC(C(=O)NC1=NC=CC(=C1)C1=C(C=2N=CN=C(C2N1)OCC(F)(F)F)C1=NC=CC=C1)C1=CC=C(C=C1)F)(F)F